N-(((2S,5R)-6-(phenylmethyloxy)-7-oxo-1,6-diazabicyclo[3.2.1]oct-2-yl)(imino)methyl)nicotinamide C1(=CC=CC=C1)CON1[C@@H]2CC[C@H](N(C1=O)C2)C(NC(C2=CN=CC=C2)=O)=N